4-methoxynaphthalene-2-carbaldehyde COC1=CC(=CC2=CC=CC=C12)C=O